C1(=CC=C(C=C1)N1CCCCC1)C1=CC=CC=C1 1-(4-biphenylyl)piperidine